C1(CCCCC1)SCC1=NC2=CC(=CC(=C2C(N1)=O)F)OCC1CCN(CC1)C1CN(C1)C1CCN(CC1)C1=C(C=C(C=C1)NC1C(NC(CC1)=O)=O)F 3-({4-[4-(3-{4-[({2-[(cyclohexylsulfanyl)methyl]-5-fluoro-4-oxo-3H-quinazolin-7-yl}oxy)methyl]piperidin-1-yl}azetidin-1-yl)piperidin-1-yl]-3-fluorophenyl}amino)piperidine-2,6-dione